phenylfuranylmethylthiazolidine-2,4-dione C1(=CC=CC=C1)C1C(N(C(S1)=O)CC=1OC=CC1)=O